(3R)-(+)-[2-(4-methoxyphenylsulfonyl)-1,2,3,4-tetrahydroisoquinoline-3-hydroxamate] COC1=CC=C(C=C1)S(=O)(=O)N1CC2=CC=CC=C2C[C@@H]1C(=O)N[O-]